3-(naphthalene-1-carbonyl)-9-oxa-1-azatricyclo[6.3.1.04,12]Dodec-2,4(12),5,7-tetraene C1(=CC=CC2=CC=CC=C12)C(=O)C1=CN2CCOC3=CC=CC1=C23